C(#N)C1=CC(=C(C=C1OC)CC(CC)NC(OC(C)(C)C)=O)OC Tert-butyl (1-(4-cyano-2,5-dimethoxyphenyl)butan-2-yl)carbamate